2,6-diaminopyran NC1OC(=CC=C1)N